4-(7,7-difluoro-2-(methylsulfonyl)-6,7-dihydro-5H-cyclopenta[d]pyrimidin-4-yl)piperidine-1-carboxylic acid tert-butyl ester C(C)(C)(C)OC(=O)N1CCC(CC1)C=1C2=C(N=C(N1)S(=O)(=O)C)C(CC2)(F)F